17-(3-fluorobicyclo[1.1.1]pent-1-yl)heptadecanoamide FC12CC(C1)(C2)CCCCCCCCCCCCCCCCC(=O)N